COC1=CC=C(C[N+]2=C(C=3N(C=C2)C(=NC3)C=3SC=C(N3)C)C)C=C1 7-(4-methoxybenzyl)-8-methyl-3-(4-methylthiazol-2-yl)imidazo[1,5-a]Pyrazine-7-ium